N2,N4-bis((R)-3-methylbutan-2-yl)-6-(6-(trifluoromethyl)pyridin-2-yl)-1,3,5-triazine-2,4-diamine CC([C@@H](C)NC1=NC(=NC(=N1)N[C@H](C)C(C)C)C1=NC(=CC=C1)C(F)(F)F)C